C(#N)C1=C(CCN([C@H]1C)C(=O)OC(C)(C)C)O tert-Butyl (S)-5-cyano-4-hydroxy-6-methyl-3,6-dihydropyridine-1(2H)-carboxylate